4-chloro-5-(4,4,5,5-tetramethyl-1,3,2-dioxaborolan-2-yl)-1,3-dihydro-2H-benzo[d]imidazol-2-one ClC1=C(C=CC=2NC(NC21)=O)B2OC(C(O2)(C)C)(C)C